6-chloro-5'-(3-chloro-4-fluorophenyl)-3'-isopropyl-2'-(4-methoxypyridin-3-yl)-3'H-spiro[indoline-3,4'-pyrrolo[3,4-d]imidazole]-2,6'(5'H)-dione ClC1=CC=C2C(=C1)NC(C21N(C(C=2N=C(N(C21)C(C)C)C=2C=NC=CC2OC)=O)C2=CC(=C(C=C2)F)Cl)=O